C(C)(=O)OCCC(CCC(CC)C)CC 3-ETHYL-6-METHYLOCTYL ACETATE